FC=1C=C2/C(/C(NC2=CC1)=O)=C/C1=CC(=CC=C1)F (Z)-5-fluoro-3-(3-fluorobenzylidene)indolin-2-one